ClC=1C=C(C=C(C1)Cl)N=C=O 3,5-dichlorophenylisocyanate